N[Pt](N=O)(N=O)N diaminodinitrosoplatinum